2-((4-(difluoromethoxy)-2-methylphenyl)-amino)-N-(6-methoxy-2-methylpyridin-3-yl)-5-(trifluoromethyl)-benzamide FC(OC1=CC(=C(C=C1)NC1=C(C(=O)NC=2C(=NC(=CC2)OC)C)C=C(C=C1)C(F)(F)F)C)F